(R)-2,7-dimethyl-5-(1-((2-(methylsulfonyl)phenyl)amino)ethyl)-3-(1-(2,2,2-trifluoroethyl)-1,2,3,6-tetrahydropyridin-4-yl)isoquinolin-1(2H)-one CN1C(C2=CC(=CC(=C2C=C1C=1CCN(CC1)CC(F)(F)F)[C@@H](C)NC1=C(C=CC=C1)S(=O)(=O)C)C)=O